FC1=CC=C(C=C1)C(=O)N1[C@@H](C=2N(CC1)C(=NN2)C=2SC1=C(N2)C=CC=C1C)C (R)-(4-fluorophenyl)(8-methyl-3-(7-methylbenzo[d]thiazol-2-yl)-5,6-dihydro-[1,2,4]triazolo[4,3-a]pyrazin-7(8H)-yl)methanone